4-(2-amino-3-chlorophenoxy)piperidine-1-carboxylic acid tert-butyl ester C(C)(C)(C)OC(=O)N1CCC(CC1)OC1=C(C(=CC=C1)Cl)N